((3S,5S)-4-benzoyl-3,5-dimethylpiperazin-1-yl)(7-(3,4-dimethoxyphenyl)pyrazolo[1,5-a]pyrimidin-2-yl)methanone C(C1=CC=CC=C1)(=O)N1[C@H](CN(C[C@@H]1C)C(=O)C1=NN2C(N=CC=C2C2=CC(=C(C=C2)OC)OC)=C1)C